7-(((((S)-5-oxopyrrolidin-2-yl)methyl)amino)methyl)-4H-pyrido[1,2-a]pyrimidin O=C1CC[C@H](N1)CNCC=1C=CC=2N(CC=CN2)C1